COC1=C2C=C(NC2=CC=C1)C(=O)N[C@@H](CC(C)C)C(=O)N[C@H](C(C[C@@]1(N(CCC1)C)C(=O)O)=O)C[C@H]1C(NCC1)=O.N1=CC(=CC=C1)C=1C=C(C=CC1)C1=CC(=CC=C1)C1=NC(=NC(=N1)C=1C=C(C=CC1)C1=CC(=CC=C1)C=1C=NC=CC1)C=1C=C(C=CC1)C1=CC(=CC=C1)C=1C=NC=CC1 2,4,6-Tris(3'-(pyridin-3-yl)biphenyl-3-yl)1,3,5-triazine (3S)-3-({N-[(4-methoxy-1H-indol-2-yl)carbonyl]-L-leucyl}amino)-2-oxo-4-[(3S)-2-oxopyrrolidin-3-yl]butyl-1-methyl-L-prolinate